6-(Endo-3-amino-3-methyl-8-azabicyclo[3.2.1]oct-8-yl)-3-(4-chloro-2-ethyl-2H-indazol-5-yl)-5-methyl-1,5-dihydro-4H-pyrazolo[3,4-d]pyrimidin-4-one NC1(CC2CCC(C1)N2C=2N(C(C1=C(N2)NN=C1C1=C(C2=CN(N=C2C=C1)CC)Cl)=O)C)C